(Z)-docosa-13-enamide C(CCCCCCCCCCC\C=C/CCCCCCCC)(=O)N